7-((1R,3R,5S,6r)-6-(1-((R)-1,1-difluoropropan-2-yl)-3-(trifluoromethyl)-1H-pyrazol-5-yl)bicyclo[3.1.0]hexan-3-yl)-2-thia-7-azaspiro[3.5]nonane 2,2-dioxide FC([C@@H](C)N1N=C(C=C1C1[C@H]2CC(C[C@@H]12)N1CCC2(CS(C2)(=O)=O)CC1)C(F)(F)F)F